C(C)N(C=NC1=C(C=C(C(=C1)OC)C1(COC1)OCC1=C(C=CC=C1)F)C)C N-ethyl-N'-(4-(3-((2-fluorobenzyl)oxy)oxetan-3-yl)-5-methoxy-2-methylphenyl)-N-methylformimidamide